2,2,2-trifluoroethyl 2-((2R,5S)-2-(1H-indazol-5-yl)-5-methylpiperidin-1-yl)-2-oxoacetate N1N=CC2=CC(=CC=C12)[C@@H]1N(C[C@H](CC1)C)C(C(=O)OCC(F)(F)F)=O